N-(3,5-difluoro-4-((7-(2-hydroxyethoxy)-6-methoxyquinolin-4-yl)oxy)phenyl)-4-methoxypyridine-3-carboxamide FC=1C=C(C=C(C1OC1=CC=NC2=CC(=C(C=C12)OC)OCCO)F)NC(=O)C=1C=NC=CC1OC